OCCSC1=NN=C(S1)NC(=O)C1=CN=CN1C1=C(C=CC=C1)OC N-(5-((2-Hydroxyethyl)thio)-1,3,4-thiadiazol-2-yl)-1-(2-methoxyphenyl)-1H-imidazole-5-carboxamide